C(C)(C)(C)OC(C[C@H](NC(OCC1=CC=CC=C1)=O)C(NC(C(NCC=1C=C(OCCC2CN(CCC2)C(=O)OC(C)(C)C)C=CC1C)=O)CCC1=CC=NC=C1)=O)=O tert-butyl 3-(2-(3-((5S)-5-(2-(tert-butoxy)-2-oxoethyl)-3,6,9-trioxo-1-phenyl-8-(2-(pyridin-4-yl)ethyl)-2-oxa-4,7,10-triazaundecan-11-yl)-4-methylphenoxy)ethyl)piperidine-1-carboxylate